ClC=1C=C(C(=O)O)C=C(C1C)S(=O)(=O)C 3-chloro-4-methyl-5-(methylsulfonyl)benzoic acid